3-(3,4-Dihydro-2H-pyrido[3,2-b][1,4]oxazin-7-yl)-3-(5-(2-(5,6,7,8-tetrahydro-1,8-naphthyridin-2-yl)ethoxy)-1H-indazol-1-yl)propanoic acid O1C2=C(NCC1)N=CC(=C2)C(CC(=O)O)N2N=CC1=CC(=CC=C21)OCCC2=NC=1NCCCC1C=C2